NC=1C=C(CN)C=CC1 meta-aminobenzylamine